7-cyano-2-ethyl-N-[(3-fluorophenyl)-methyl]-4-methyl-quinoline-3-carboxylic acid amide C(#N)C1=CC=C2C(=C(C(=NC2=C1)CC)C(=O)NCC1=CC(=CC=C1)F)C